1-chloro-4-(1-(2-(4-chlorophenoxy)-2-methylpropanoyl)piperidin-4-yl)butan-2-one ClCC(CCC1CCN(CC1)C(C(C)(C)OC1=CC=C(C=C1)Cl)=O)=O